Tert-butyl (5-(4-cyano-3-fluorophenyl)-1-(4-(4-hydroxypiperidin-1-yl)phenyl)-1H-pyrazol-3-yl)carbamate C(#N)C1=C(C=C(C=C1)C1=CC(=NN1C1=CC=C(C=C1)N1CCC(CC1)O)NC(OC(C)(C)C)=O)F